biphospholidine P1(CCCC1)P1CCCC1